1-{[4-(bromomethyl)phenyl]methyl}-1,2-dihydro-2-pyridone BrCC1=CC=C(C=C1)CN1C(C=CC=C1)=O